(2R)-2-(2-(4,4-difluoro-2-(3-fluorophenyl)pyrrolidin-1-yl) pyrimidine-5-carboxamido)-2-(4-(ethylsulfonyl)phenyl)ethyl carbamate C(N)(OC[C@@H](C1=CC=C(C=C1)S(=O)(=O)CC)NC(=O)C=1C=NC(=NC1)N1C(CC(C1)(F)F)C1=CC(=CC=C1)F)=O